C(C)(C)(C)OC(=O)NCC1=CC(=C(C(=C1)C)NC(=O)C1=CC2=C(OCCC3=C2SC=C3)C=C1C=1C(=NC(=CC1)N1CCOCC1)C(=O)OC)C methyl 3-(9-((4-(((tert-butoxycarbonyl)amino)methyl)-2,6-dimethylphenyl)carbamoyl)-4,5-dihydrobenzo[b]thieno[2,3-d]oxepin-8-yl)-6-morpholinopicolinate